F[C@@H]1[C@@H](CNCC1)NC(OC(C)(C)C)=O tert-butyl [(3R,4S)-4-fluoropiperidin-3-yl]carbamate